4-(2-amino-6-(4-(N,N-dimethylsulfamoyl)phenyl)-4-oxo-4,7-dihydro-3H-pyrrolo[2,3-d]pyrimidin-5-yl)benzoic acid NC=1NC(C2=C(N1)NC(=C2C2=CC=C(C(=O)O)C=C2)C2=CC=C(C=C2)S(N(C)C)(=O)=O)=O